C(C)(C)(C)OC(=O)N1CC2(C1)CC(C2)OCC2(CC2)C(F)(F)F 6-[[1-(trifluoromethyl)cyclopropyl]methoxy]-2-azaspiro[3.3]heptane-2-carboxylic acid tert-butyl ester